C(#N)C1=CC(=NC=C1)N1C(OC[C@H]1C(=O)N(C=1C=NC=C(C1)F)[C@]1(CCC2=CC=CC=C12)C(NC1CC(C1)(F)F)=O)=O (S)-3-(4-cyanopyridin-2-yl)-N-((S)-1-((3,3-difluorocyclobutyl)carbamoyl)-2,3-dihydro-1H-inden-1-yl)-N-(5-fluoropyridin-3-yl)-2-oxooxazolidine-4-carboxamide